3-((2,5-dichlorobenzamido)methyl)-N-((R)-3-methyl-1-((3aS,4S,6S,7aR)-3a,5,5-trimethylhexahydro-4,6-methanobenzo[d][1,3,2]dioxaborol-2-yl)butyl)-5-propyl-4,5-dihydroisoxazole ClC1=C(C(=O)NCC2N(OC(C2)CCC)[C@@H](CC(C)C)B2O[C@@]3([C@H](O2)C[C@H]2C([C@@H]3C2)(C)C)C)C=C(C=C1)Cl